N-methyl-6-(5-((3-phenylbutyl)carbamoyl)thiophen-2-yl)-1H-indazole-3-carboxamide CNC(=O)C1=NNC2=CC(=CC=C12)C=1SC(=CC1)C(NCCC(C)C1=CC=CC=C1)=O